methyl-4-carboxybipyridine CC=1C(=NC=CC1C(=O)O)C1=NC=CC=C1